CC1=CCS(=O)(=O)OC1 3-methyl-2-butene-1,4-sultone